NC([C@H](CCC(=O)OC(C)(C)C)N1C(C2=CC=C(C=C2C1)O[C@@H]1CN(C[C@H]1C1=CC=NC=C1)C(=O)[O-])=O)=O |o1:22,26| (3S*,4R*)-3-((2-((S)-1-amino-5-(tert-butoxy)-1,5-dioxopentan-2-yl)-1-oxoisoindolin-5-yl)oxy)-4-(pyridin-4-yl)pyrrolidine-1-carboxylate